C1(=CC=CC=C1)[C@H]1CCC2=NC=3C(=NC(=CC3)C3=CC(N(C=C3)C3COCC3)=O)N21 4-((R)-8-phenyl-7,8-dihydro-6H-pyrrolo[2',1':2,3]imidazo[4,5-b]pyridin-2-yl)-1-(tetrahydrofuran-3-yl)pyridin-2(1H)-one